8-anilino-1-naphthalenesulfonic acid sodium salt [Na+].N(C1=CC=CC=C1)C=1C=CC=C2C=CC=C(C12)S(=O)(=O)[O-]